L-3-benzoylpyridine C(C1=CC=CC=C1)(=O)C=1C=NC=CC1